C(C1=CC=CC=C1)OC(=O)NC1=CC(=C(C=C1)B(O)O)F 4-(benzyloxycarbonylamino)-2-fluorobenzeneboronic acid